(S)-pentane-1,3-diol C(C[C@H](CC)O)O